C(#N)C1=C(C(=C(C(=C1Cl)C#N)Cl)Cl)O The molecule is a member of the class of trichlorophenols that is isophthalonitrile substituted at positions 2, 4 and 5 by chloro groups and at position 6 by a hydroxy group. The major metabolite of chlorothalonil. It has a role as a bacterial xenobiotic metabolite. It is a member of trichlorophenols and a nitrile. It derives from an isophthalonitrile.